N2-isopropyl-N4-(2-(methylsulfonyl)benzyl)quinazoline-2,4-diamine C(C)(C)NC1=NC2=CC=CC=C2C(=N1)NCC1=C(C=CC=C1)S(=O)(=O)C